CNC1CCN(CC1)C=1C=CC=C2C(=CN=CC12)N1C(NC(CC1)=O)=O [8-[4-(methylamino)-1-piperidinyl]-4-isoquinolinyl]Hexahydropyrimidine-2,4-dione